C(=O)(OC(C)(C)C)C1=NC=C(C(=N1)N)N Bocpyrimidine-4,5-diamine